isoquinolin-1(4H)-one C1(N=CCC2=CC=CC=C12)=O